2-(3-Methoxybenzyl)-5-fluoro-2H-indazole-6-carboxylic acid hydroxyamide ONC(=O)C=1C(=CC2=CN(N=C2C1)CC1=CC(=CC=C1)OC)F